O1C(=NCC1)CCCCC=1OCCN1 1,4-bis(2-oxazolinyl)butane